CCOON=CC(CC1CCCCC1)=O 3-cyclohexylpropane-1,2-dione-2-ethoxyoxime